ClC=1C=C(C=CC1)C(C(C1CCCCC1)OC(N[C@H](C(=O)N[C@@H](C[C@H]1C(NCC1)=O)C(C(=O)NCC)=O)CC1=CC=CC=C1)=O)(F)F ((S)-1-(((S)-4-(ethylamino)-3,4-dioxo-1-((S)-2-oxopyrrolidin-3-yl)butan-2-yl)amino)-1-oxo-3-phenylpropan-2-yl)carbamic acid 2-(3-chlorophenyl)-1-cyclohexyl-2,2-difluoroethyl ester